2,5-dibromopyridin-3-amine BrC1=NC=C(C=C1N)Br